5,5'-dodecamethylenebis{1-[3-(triethoxysilyl)propyl]-1,2,3,4-tetrazole} C(C)O[Si](CCCN1N=NN=C1CCCCCCCCCCCCC1=NN=NN1CCC[Si](OCC)(OCC)OCC)(OCC)OCC